N[C@@H](CCSC[C@@H](C(=O)O)N)C(=O)O L-Cystathionin